trans-tert-butyl 4-(hydrazinecarbonyl)cyclohexylcarbamate N(N)C(=O)[C@@H]1CC[C@H](CC1)NC(OC(C)(C)C)=O